octahydro-1H-pyrazino[2,1-c][1,2,4]triazine-1-carboxamide mesylate S(C)(=O)(=O)O.N1(NCCN2C1CNCC2)C(=O)N